COC=1C(=CC2=C(N(CCO2)C)C1)B1OC(C(O1)(C)C)(C)C 6-methoxy-4-methyl-7-(tetramethyl-1,3,2-dioxaborolan-2-yl)-3,4-dihydro-2H-1,4-benzoOxazine